n-propyl alcohol, nitrite salt N(=O)O.C(CC)O